7-cyclopentyl-2-((5-(4-(4-(2,6-dioxopiperidin-3-yl)-3-fluorobenzyl)piperazin-1-yl)pyridin-2-yl)amino)-N,N-dimethyl-7H-pyrrolo[2,3-d]pyrimidine-6-carboxamide C1(CCCC1)N1C(=CC2=C1N=C(N=C2)NC2=NC=C(C=C2)N2CCN(CC2)CC2=CC(=C(C=C2)C2C(NC(CC2)=O)=O)F)C(=O)N(C)C